COC=1C=C2C(NN=C(C2=CC1OC)C1=CC=C2CCN(CC2=C1)S(=O)(=O)N)=O 7-(6,7-dimethoxy-4-oxo-3,4-dihydrophthalazin-1-yl)-3,4-dihydroisoquinoline-2(1H)-sulfonamide